COC1=C(C=2CCCCC2C=C1C(F)(F)F)C(=O)OC methyl 2-methoxy-3-(trifluoromethyl)-5,6,7,8-tetrahydro-1-naphthoate